N[C@H]1[C@@H](C1)C=1C=CC(=NC1)C=1C=C(C=CC1OC)NS(=O)(=O)C N-(3-(5-((trans)-2-aminocyclopropyl)pyridin-2-yl)-4-methoxyphenyl)methane-sulfonamide